3,3-bis((3,7-dimethyloctyl)oxy)propan-1-ol CC(CCOC(CCO)OCCC(CCCC(C)C)C)CCCC(C)C